C1(=CC=CC=C1)[S+](C1=CC=CC=C1)C1=CC=CC=C1.C(CCC)S(=O)(=O)OF perfluoro butyl-sulfonate triphenylsulfonium salt